carbon mercaptocarboxylic acid SC(=O)O.[C]